C(C1=CC=CC=C1)(=O)C=1C(=C(OC1C1=CC=CC=C1)CC1=CC=CC=C1)C(=O)C1=C(C=C(C=C1)Cl)Cl (4-benzoyl-2-benzyl-5-phenylfuran-3-yl)(2,4-dichlorophenyl)methanone